The molecule is pyrimidine substituted with a methoxy group at position C-2 and an amine group at C-4. It has a role as a metabolite. It is an aminopyrimidine, an aromatic ether and a methylcytosine. It derives from a cytosine. COC1=NC=CC(=N1)N